1,1,5,5-tetrakis(5-tert-butyl-4-hydroxyphenyl)pentane C(C)(C)(C)C=1C(=CC=C(C1)C(CCCC(C1=CC=C(C(=C1)C(C)(C)C)O)C1=CC=C(C(=C1)C(C)(C)C)O)C1=CC=C(C(=C1)C(C)(C)C)O)O